1-((tetrahydrofuran-2-yl)methyl)-6-(3-(trifluoromethyl)phenyl)-3-trityl-1,3-dihydro-2H-imidazo[4,5-b]pyridin-2-one O1C(CCC1)CN1C(N(C2=NC=C(C=C21)C2=CC(=CC=C2)C(F)(F)F)C(C2=CC=CC=C2)(C2=CC=CC=C2)C2=CC=CC=C2)=O